5-nitro-N-(1-phenyl-6-(thiophen-2-yl)-1H-pyrazolo[3,4-d]pyrimidin-4-yl)thiophene-2-carboxamide [N+](=O)([O-])C1=CC=C(S1)C(=O)NC1=C2C(=NC(=N1)C=1SC=CC1)N(N=C2)C2=CC=CC=C2